N1N=CC2=CC(=CC=C12)C1=NC2=CC=C3C(=C2C=2CCC(CC12)N)C=NN3 7-(1H-indazol-5-yl)-8,9,10,11-tetrahydro-3H-pyrazolo[4,3-a]phenanthridin-9-amine